thulium yttrium aluminum [Al].[Y].[Tm]